CC(C)C(CCC(C(C)C)=O)=O 2,7-Dimethyloctane-3,6-dione